BrC=1C(=C(N(CC23CC4CC(CC(C2)C4)C3)C)C=CC1)C 3-bromo-N,2-dimethyl-N-(tricyclo[3.3.1.13,7]dec-1-ylmethyl)aniline